2-Carbamoylpropan C(N)(=O)C(C)C